C(C1=CC=CC=C1)C1=NC(=NN1)C(=O)N[C@@H]1C(N(C2=C(OC1)C=CC(=C2)C#C[Si](C)(C)C)C)=O (S)-5-benzyl-N-(5-methyl-4-oxo-7-((trimethylsilyl)ethynyl)-2,3,4,5-tetrahydrobenzo[b][1,4]oxazepin-3-yl)-1H-1,2,4-triazole-3-carboxamide